2-methyl-2-(hydroxyethoxycarbonyl)bicyclo[2.2.1]Hept-5-ene CC1(C2C=CC(C1)C2)C(=O)OCCO